C(C)OC(C(CC(=O)C1(CC1)F)=O)=O.C1(CC1)C=1C=NN(C1C1=C(C=CC=C1)C(F)(F)F)C1CC2(CN(C2)C(=O)C2=C(C=CC(=C2)O)F)C1 (6-(4-cyclopropyl-5-(2-(trifluoromethyl)phenyl)-1H-pyrazol-1-yl)-2-azaspiro[3.3]hept-2-yl)(2-fluoro-5-hydroxyphenyl)methanone ethyl-4-(1-fluorocyclopropyl)-2,4-dioxo-butyrate